Cl.FC(C=1C=CC(=NC1)OC1CCN(CC1)CCCN)(F)F 3-(4-(5-(trifluoromethyl)pyridin-2-yloxy)piperidin-1-yl)propanamine hydrochloride